1-(4-(2-(2,6-dimethylpyridin-4-yl)-3-isopropyl-1H-indol-5-yl)piperidin-1-yl)-2-(isopropyl-(methyl)amino)ethan-1-one CC1=NC(=CC(=C1)C=1NC2=CC=C(C=C2C1C(C)C)C1CCN(CC1)C(CN(C)C(C)C)=O)C